C(=O)(O)CC1CC(CC1CC(=O)O)C(=O)[O-] 3,4-bis(carboxymethyl)cyclopentanecarboxylate